BrC1=C(C#N)C=CC(=N1)C bromo-6-methylnicotinonitrile